3-aminopyrazine-2-carboxylate hydrochloride Cl.NC=1C(=NC=CN1)C(=O)O